Cl.NC/C(/CN1N=C2N(C=CC(=C2)C2=CC3=C(N(CCO3)C)C=C2)C1=O)=C\F 2-[(2E)-2-(aminomethyl)-3-fluoroprop-2-en-1-yl]-7-(4-methyl-3,4-dihydro-2H-1,4-benzoxazin-7-yl)[1,2,4]triazolo[4,3-a]pyridin-3(2H)-one hydrochloride